N-[(2-amino-7-cyano-1-methyl-benzoimidazol-5-yl)methyl]-N-(1-cyano-2-naphthyl)acetamide NC1=NC2=C(N1C)C(=CC(=C2)CN(C(C)=O)C2=C(C1=CC=CC=C1C=C2)C#N)C#N